2-Ethylhexyl 3-hydroxybutyrate OC(CC(=O)OCC(CCCC)CC)C